OCC(C(=O)O)C1=CC=CC=C1.CC1C=C(CC(C1)(C)C)N1CCCC1 1-(3,5,5-trimethylcyclohex-1-enyl)pyrrolidine 3-hydroxy-2-phenyl-propanoate